C(CC#C)OC(CS(F)(F)(F)(F)F)(C)C1=CC=CC=C1 (2-(But-3-yn-1-yloxy)-2-phenylpropyl)pentafluoro-λ6-sulphane